C(C)C(C(=O)OCCOCCOC(C(CC)CC)=O)CC diethylene glycol bis(2-ethylbutyrate)